tert-butyl (2R)-2-{[(tert-butoxycarbonyl)(2-ethylbutyl)amino]methyl}-4-fluoro-6-hydroxy-5-(1,1,4-trioxo-1λ6,2,5-thiadiazolidin-2-yl)-2,3-dihydro-1H-indole-1-carboxylate C(C)(C)(C)OC(=O)N(CC(CC)CC)C[C@@H]1N(C2=CC(=C(C(=C2C1)F)N1S(NC(C1)=O)(=O)=O)O)C(=O)OC(C)(C)C